1,2-bis(3,6-dibromo-9H-carbazol-9-yl)cyclobutane BrC=1C=CC=2N(C3=CC=C(C=C3C2C1)Br)C1C(CC1)N1C2=CC=C(C=C2C=2C=C(C=CC12)Br)Br